CC=1NC2=C(C=CC=C2C1C)S(=O)(=O)C/C(=C/CN)/F (Z)-4-((2,3-dimethyl-1H-indol-7-yl)sulfonyl)-3-fluorobut-2-en-1-amine